2,4,6-triethylbenzyl alcohol C(C)C1=C(CO)C(=CC(=C1)CC)CC